(2S,4S)-N-((R)-1-(4-carbamimidoylthiophen-2-yl)ethyl)-1-((9,9-difluoro-9H-fluorene-3-carbonyl)glycyl)-4-((dimethylamino)methyl)-4-fluoropyrrolidine-2-carboxamide C(N)(=N)C=1C=C(SC1)[C@@H](C)NC(=O)[C@H]1N(C[C@@](C1)(F)CN(C)C)C(CNC(=O)C=1C=CC=2C(C3=CC=CC=C3C2C1)(F)F)=O